Cl.ClC1=CC=C(C=C1)CNCC1=CC=CC2=CC=CC=C12 N-[(4-chlorophenyl)methyl]-1-Naphthalenemethanamine, hydrochloride